2,2'-dihydroxy-4,4'-dipropoxybenzophenone OC1=C(C(=O)C2=C(C=C(C=C2)OCCC)O)C=CC(=C1)OCCC